(2-bromophenyl)-3-(2-hydroxy-4-nitrophenyl)urea BrC1=C(C=CC=C1)NC(=O)NC1=C(C=C(C=C1)[N+](=O)[O-])O